Methyl 3-{[(3S)-3-{6-[(2R,4S)-4-fluoro-2-[3-fluoro-5-(methylsulfanyl)phenyl]pyrrolidin-1-yl]imidazo[1,2-b]pyridazine-3-amido}pyrrolidin-1-yl]methyl}benzoate F[C@H]1C[C@@H](N(C1)C=1C=CC=2N(N1)C(=CN2)C(=O)N[C@@H]2CN(CC2)CC=2C=C(C(=O)OC)C=CC2)C2=CC(=CC(=C2)SC)F